C(C(C)C)(=O)OCCCCCCCCC nonanyl isobutyrate